8-(2,2-Dimethylpropyl)-2-{[(1S)-1-phenylpropyl]amino}pyrido[2,3-d]pyrimidin-7(8H)-on methyl-2-(4-fluorophenyl)acetate COC(CC1=CC=C(C=C1)F)=O.CC(CN1C(C=CC2=C1N=C(N=C2)N[C@@H](CC)C2=CC=CC=C2)=O)(C)C